OCCN1C=CC2=C(C=CC=C12)N1C(C2=CC(=C(C=C2C(=C1)C(=O)N1CCCCC1)OC)OC)=O (1-(2-hydroxyethyl)-1H-indol-4-yl)-6,7-dimethoxy-4-(piperidine-1-carbonyl)isoquinolin-1(2H)-one